F[C@@H]1CN(C[C@@H]1NC=1C=C2CN3[C@@H](C2=CC1)CN(C[C@H]3C)C3=C1C=CC=NC1=C(C=C3)C)C(=O)OC(C)(C)C tert-butyl (3R,4S)-3-fluoro-4-(((4R,10bS)-4-methyl-2-(8-methylquinolin-5-yl)-1,2,3,4,6,10b-hexahydropyrazino[2,1-a]isoindol-8-yl)-amino)-pyrrolidine-1-carboxylate